((3aR,4S,6R,6aS)-6-(4-chloro-5-fluoro-7H-pyrrolo[2,3-d]pyrimidin-7-yl)-2,2-dimethyltetrahydro-4H-cyclopenta[d][1,3]dioxol-4-yl)(4-fluorophenyl)methanone iodine [I].ClC=1C2=C(N=CN1)N(C=C2F)[C@@H]2C[C@@H]([C@@H]1[C@H]2OC(O1)(C)C)C(=O)C1=CC=C(C=C1)F